NC(CC(=O)N1CCN(CC1)C1=NC=C(C=N1)C(F)(F)F)C 3-Amino-1-[4-[5-(trifluoromethyl)pyrimidin-2-yl]piperazin-1-yl]butan-1-one